C1(=C(C(=C(C(=C1[2H])[2H])C1=NC(=NC(=N1)C1=C(C(=C(C(=C1[2H])[2H])[2H])[2H])[2H])N1C2=C(C(=C(C(=C2C=2C(=C(C3=C(C12)N(C=1C(=C(C(=C(C13)[2H])[2H])[2H])[2H])C=1C=C(C=CC1)C1=CC=CC=C1)[2H])[2H])[2H])[2H])[2H])[2H])[2H])[2H])C1=C(C(=C(C(=C1[2H])[2H])[2H])[2H])[2H] 11-[4-(biphenyl-4-yl-2,2',3,3',4',5,5',6,6'-d9)-6-(phenyl-2,3,4,5,6-d5)-1,3,5-triazin-2-yl]-11,12-dihydro-12-(biphenyl-3-yl)indolo[2,3-a]carbazole-1,2,3,4,5,6,7,8,9,10-d10